2-(cis-2,6-dimethylmorpholino)-N-(6-methyl-5-((1-methyl-6-((1-methyl-1H-pyrazol-4-yl)amino)-1H-pyrazolo[3,4-d]pyrimidin-3-yl)amino)pyridin-3-yl)acetamide C[C@@H]1O[C@@H](CN(C1)CC(=O)NC=1C=NC(=C(C1)NC1=NN(C2=NC(=NC=C21)NC=2C=NN(C2)C)C)C)C